(3S)-3-[(7-chloro-1,8-naphthyridin-3-yl)amino]Pyrrolidine ClC1=CC=C2C=C(C=NC2=N1)N[C@@H]1CNCC1